C(C)(C)(C)OC(=O)N1CCC(CC1)N1C(N(C2=CC=C(C=C2C1=O)S(NC1(CC1)C)(=O)=O)CC1CC1)=O tert-butyl-4-[1-(cyclopropylmethyl)-6-[(1-methylcyclopropyl)sulfamoyl]-2,4-dioxo-quinazolin-3-yl]piperidine-1-carboxylate